CC=1C(N(C=C(N1)C)[C@H]1CN(CCC1)C(=O)OC(C)(C)C)=O tert-butyl (R)-3-(3,5-dimethyl-2-oxopyrazin-1(2H)-yl)piperidine-1-carboxylate